FCCCCCCCCOC(C(=C)C)=O.C(C(=C)C)(=O)OCCCCCCCCCCCCC tridecyl methacrylate fluorooctyl-methacrylate